ClN(S([O-])(=O)=O)Br N-chloro-N-bromosulfamate